3-(5-(1-((2-azaspiro[3.3]heptan-6-yl)methyl)piperidin-4-yl)-3-methyl-2-oxo-2,3-dihydro-1H-benzo[d]imidazol-1-yl)piperidine-2,6-dione C1NCC12CC(C2)CN2CCC(CC2)C2=CC1=C(N(C(N1C)=O)C1C(NC(CC1)=O)=O)C=C2